ClCC1=C(C(=C(C(=C1C)CCl)C)CCl)C 1,3,5-trichloromethyl-2,4,6-trimethylbenzene